C(C)N(C(=O)C1=C(C2=CC=CC=C2C=C1)C=1C(=CC=C2C=CC=CC12)C(=O)O)CC (S)-2'-(diethylcarbamoyl)-[1,1'-binaphthyl]-2-carboxylic acid